N-methyl-N-((S)-1-(vinylsulfonyl)pyrrolidine-3-carbonyl)-L-valine CN([C@@H](C(C)C)C(=O)O)C(=O)[C@@H]1CN(CC1)S(=O)(=O)C=C